FC1=CC(=CC=2N(C(=NC21)C)C(C)C)C2=CNC1=NC=C(C=C12)C 4-fluoro-1-isopropyl-2-methyl-6-(5-methyl-1H-pyrrolo[2,3-b]pyridin-3-yl)-1H-benzo[d]imidazole